O=C1N(CC(C1)C1=CC(=C(C(=C1)F)F)F)CN1C=NC(=C1)C#N 1-{[2-oxo-4-(3,4,5-trifluorophenyl)pyrrolidin-1-yl]methyl}-1H-imidazole-4-carbonitrile